FC(C=1C=NSC1C=O)(F)F 4-(trifluoro-methyl)isothiazole-5-carbaldehyde